OCCNC1=NC=2N(C(N(C(C2N1CC1=CC(=CC=C1)OC)=O)CC1CCOCC1)=O)C 8-((2-hydroxyethyl)amino)-7-(3-methoxybenzyl)-3-methyl-1-((tetrahydro-2H-pyran-4-yl)methyl)-3,7-dihydro-1H-purine-2,6-dione